6-(5-methyl-1H-pyrazol-4-yl)-N-(4-morpholinopyridin-2-yl)benzo[d]thiazol-2-amine CC1=C(C=NN1)C1=CC2=C(N=C(S2)NC2=NC=CC(=C2)N2CCOCC2)C=C1